COC(C1CCN(CC1)C1=CC=C(C=C1)C1=C([C@@H](CCC2=C1C=CC(=C2)OC)C)C2=CC=CC=C2)OC (R)-4-(dimethoxymethyl)-1-(4-(3-methoxy-7-methyl-8-phenyl-6,7-dihydro-5H-benzo[7]annulen-9-yl)phenyl)piperidine